(2R,3S,4R,SR)-4-[[3-(3-methoxy-2-methyl-4-pyridyl)-4,5-dimethyl-5-(trifluoromethyl)tetrahydrofuran-2-carbonyl]amino]pyridine-2-carboxamide COC=1C(=NC=CC1[C@H]1[C@@H](O[C@@]([C@@H]1C)(C(F)(F)F)C)C(=O)NC1=CC(=NC=C1)C(=O)N)C |&1:11|